(7R,14R)-1-(difluoromethoxy)-6-(methyl-d3)-11-(5-morpholinopent-1-yn-1-yl)-6,7-dihydro-7,14-methanobenzo[f]benzo[4,5]imidazo[1,2-a][1,4]diazocin-5(14H)-one FC(OC1=CC=CC=2C(N([C@H]3C=4N([C@@H](C21)C3)C3=C(N4)C=CC(=C3)C#CCCCN3CCOCC3)C([2H])([2H])[2H])=O)F